2,2-dimethylheptanoic acid CC(C(=O)O)(CCCCC)C